C(C)(C)(C)OC(CCC(=O)N1CC2=CC(=C(C=C2C1)OCCCOC=1C(=CC2=C(C=C(S2)C(CCC(=O)O)=O)C1F)OC)OC)=O 4-[5-[3-[2-(4-tert-butoxy-4-oxo-butanoyl)-6-methoxy-isoindolin-5-yl]oxypropoxy]-4-fluoro-6-methoxy-benzothiophen-2-yl]-4-oxo-butanoic acid